6-oxo-1-phenyl-1,6-dihydro-[2,2'-bipyridine]-5-carboxamide O=C1C(=CC=C(N1C1=CC=CC=C1)C1=NC=CC=C1)C(=O)N